ClC=1C=C(C=CC1)N[C@@H](C(=O)N1[C@@H]2CC([C@H]([C@H]1C(=O)N[C@@H](C[C@@H]1C(NCCC1)=O)C#N)CC2)(F)F)CC2CC2 (1S,3S,4S)-2-((R)-2-((3-chlorophenyl)amino)-3-cyclopropylpropanoyl)-N-((S)-1-cyano-2-((R)-2-oxopiperidin-3-yl)ethyl)-5,5-difluoro-2-azabicyclo[2.2.2]octane-3-carboxamide